5-((5-(tert-butoxy)-5-oxopent-3-yn-2-yl)oxy)-4,5-dioxopentanoic acid C(C)(C)(C)OC(C#CC(C)OC(C(CCC(=O)O)=O)=O)=O